(6R,8S)-N-(6-(2H-1,2,3-triazol-2-yl)-5-(trifluoromethyl)pyridin-3-yl)-2-fluoro-8-methyl-8-(1-methyl-1H-pyrazol-4-yl)-7,8-dihydro-6H-cyclopenta[e]pyrazolo[1,5-a]pyrimidine-6-carboxamide N=1N(N=CC1)C1=C(C=C(C=N1)NC(=O)[C@@H]1C[C@](C2=C1C=NC=1N2N=C(C1)F)(C=1C=NN(C1)C)C)C(F)(F)F